N1C(NC=C2SC3=C(N=C21)C=CC=C3)=O 1H-pyrimido(5,4-b)(1,4)benzothiazine-2(3H)-one